Benzyl (2-((2-(benzylamino)-2-oxoethyl)(methyl)amino)-2-oxoethyl)carbamate C(C1=CC=CC=C1)NC(CN(C(CNC(OCC1=CC=CC=C1)=O)=O)C)=O